tert-Butyl ((8-(3-bromo-2-methylphenyl)-4-oxo-4H-pyrido[1,2-a]pyrimidin-3-yl) methyl)(2-hydroxyethyl)carbamate BrC=1C(=C(C=CC1)C1=CC=2N(C(C(=CN2)CN(C(OC(C)(C)C)=O)CCO)=O)C=C1)C